ethyl 1,3-dimethyl-4-chloromethylpyrazole-5-carboxylate CN1N=C(C(=C1C(=O)OCC)CCl)C